[Na+].N(C1=CC=CC=C1)C=1C=CC=C2C=CC=C(C12)S(=O)(=O)[O-] 8-anilinonaphthalene-1-sulfonic acid sodium salt